O=C1N(CCC(N1)=O)C1=NN(C2=CC(=CC=C12)N1CCC(CC1)N(C(OC(C)(C)C)=O)C)C tert-butyl N-[1-[3-(2,4-dioxohexahydropyrimidin-1-yl)-1-methyl-indazol-6-yl]-4-piperidyl]-N-methyl-carbamate